FC=1C=CC(=NC1C=1C=NN(C1)C(C)C1=CC=C(C=C1)F)C1=CC=2N(C=C1)N=C(N2)N 7-(5-fluoro-6-(1-(1-(4-fluorophenyl)ethyl)-1H-pyrazol-4-yl)pyridin-2-yl)-[1,2,4]triazolo[1,5-a]pyridin-2-amine